C([C@H](COP(=O)([O-])OCC(CO)O)O)O The molecule is a glycerophosphoglycerol(1-) obtained by deprotonation of the phosphate OH group of sn-glycero-3-phosphoglycerol; major species at pH 7.3. It is a conjugate base of a sn-glycero-3-phosphoglycerol.